4-Chloro-2-((5-chloro-6-fluoro-1-((2-(trimethylsilyl)ethoxy)methyl)-1H-pyrrolo[3,2-b]pyridin-2-yl)methyl)-1'-(4-fluorobenzyl)spiro[isoindoline-1,3'-pyrrolidine]-2',3-dione ClC1=C2C(N(C3(C(N(CC3)CC3=CC=C(C=C3)F)=O)C2=CC=C1)CC1=CC2=NC(=C(C=C2N1COCC[Si](C)(C)C)F)Cl)=O